1-(2-(2-methoxyphenyl)-2-oxoethyl)-3-(thiophen-2-ylmethyl)imidazolidine-2,4,5-trione COC1=C(C=CC=C1)C(CN1C(N(C(C1=O)=O)CC=1SC=CC1)=O)=O